The molecule is a polyunsaturated fatty acyl-CoA(4-) obtained by deprotonation of the phosphate and diphosphate OH groups of (19Z,22Z,25Z,28Z,31Z)-tetratriacontapentaenoyl-CoA. It is a polyunsaturated fatty acyl-CoA(4-), a very long-chain acyl-CoA(4-) and a 3-substituted propionyl-CoA(4-). It is a conjugate base of a (19Z,22Z,25Z,28Z,31Z)-tetratriacontapentaenoyl-CoA. CC/C=C\\C/C=C\\C/C=C\\C/C=C\\C/C=C\\CCCCCCCCCCCCCCCCCC(=O)SCCNC(=O)CCNC(=O)[C@@H](C(C)(C)COP(=O)([O-])OP(=O)([O-])OC[C@@H]1[C@H]([C@H]([C@@H](O1)N2C=NC3=C(N=CN=C32)N)O)OP(=O)([O-])[O-])O